PerfluoroethylcyclohexaneSulfonate FC1(C(C(C(C(C1(F)F)(F)F)(F)F)(F)F)(S(=O)(=O)[O-])C(C(F)(F)F)(F)F)F